C(#N)C=1C(OC(C1C)(C1=C(C(=C(C(=C1F)F)F)F)F)C)=C(C#N)C#N 2-[3-Cyano-4,5-dimethyl-5-(perfluorophenyl)furan-2(5H)-ylidene]malononitrile